(5-(1-(3,5-difluorobenzyl)-2-methyl-1H-imidazo[4,5-b]pyridin-6-yl)-5H-pyrrolo[2,3-b]pyrazin-3-yl)methanol FC=1C=C(CN2C(=NC3=NC=C(C=C32)N3C=CC=2C3=NC(=CN2)CO)C)C=C(C1)F